ClC1=CC(=C(OC(C2=NC(=CC=C2)OC2CCNCC2)([2H])[2H])C=C1)F 2-((4-chloro-2-fluorophenoxy)methyl-d2)-6-(piperidin-4-yloxy)pyridine